C1(=CC=CC=C1)S(=O)(=O)N1C=CC2=CC=C(C(=C12)Cl)Cl 1-(benzenesulfonyl)-6,7-dichloro-indole